2-(3-chlorobenzylamino)-6-aminopurine ClC=1C=C(CNC2=NC(=C3NC=NC3=N2)N)C=CC1